2-((S)-7-chloro-3-((R)-1-methoxyethyl)-2-oxo-5-phenyl-2,3-dihydro-1H-benzo[e][1,4]diazepin-1-yl)acetic acid methyl ester COC(CN1C([C@@H](N=C(C2=C1C=CC(=C2)Cl)C2=CC=CC=C2)[C@@H](C)OC)=O)=O